C(C=C)N1N(C2=NC(=NC=C2C1=O)NC=1C=CC2=C(C=NS2)C1)C1=NC(=CC=C1)OC1CCN(CC1)C 2-allyl-6-(1,2-benzisothiazol-5-ylamino)-1-[6-(1-methyl-4-piperidyloxy)-2-pyridyl]-1,2-dihydro-3H-1,2,5,7-tetraazainden-3-one